manganese(IV) hydroxide [OH-].[Mn+4].[OH-].[OH-].[OH-]